N-(5-chloro-6-(2H-1,2,3-triazol-2-yl)pyridin-3-yl)-8-cyano-7-methyl-2-(trifluoromethyl)-2,3-dihydro-4H-pyrido[4,3-b][1,4]oxazine-4-carboxamide ClC=1C=C(C=NC1N1N=CC=N1)NC(=O)N1C2=C(OC(C1)C(F)(F)F)C(=C(N=C2)C)C#N